2-Hexyloctyl (S)-2-(((S)-(((2R,3S,5R)-5-(6-amino-2-fluoro-9H-purin-9-yl)-2-ethynyl hydroxytetrahydrofuran-2-yl)methoxy)(phenoxy)phosphoryl)amino)-3-(3,5-difluorophenyl)propanoate NC1=C2N=CN(C2=NC(=N1)F)[C@H]1C[C@@H]([C@@](O1)(C#C)CO[P@](=O)(OC1=CC=CC=C1)N[C@H](C(=O)OCC(CCCCCC)CCCCCC)CC1=CC(=CC(=C1)F)F)O